4-(difluoromethyl)-2,6-bis(4-ethylphenyl)pyridine FC(C1=CC(=NC(=C1)C1=CC=C(C=C1)CC)C1=CC=C(C=C1)CC)F